C1(=CC=CC=C1)C1N(C(OC1([2H])[2H])=O)C(C=CC1=C(C=CC=C1)C(F)(F)F)=O 4-phenyl-3-(3-(2-trifluoromethyl-phenyl)acryloyl)oxazolidin-2-one-5,5-d2